C1N(CCC2=CC=CC=C12)[C@H]1[C@@H](CN(CC1)C(=O)C1=NC=NC(=C1)NC1CCNCC1)O trans-(4-(3,4-Dihydroisoquinolin-2(1H)-yl)-3-hydroxypiperidin-1-yl)(6-(piperidin-4-ylamino)pyrimidine-4-yl)methanone